4-((4-((4-bromo-2-(2,6-dioxopiperidin-3-yl)-1,3-dioxoisoindolin-5-yl)methyl)piperazin-1-yl)methyl)-N-(4-methyl-3-((4-(pyridin-3-yl)pyrimidin-2-yl)amino)phenyl)benzamide BrC1=C2C(N(C(C2=CC=C1CN1CCN(CC1)CC1=CC=C(C(=O)NC2=CC(=C(C=C2)C)NC2=NC=CC(=N2)C=2C=NC=CC2)C=C1)=O)C1C(NC(CC1)=O)=O)=O